FC1=CC=C(C=N1)CN1CCC(=CC1)C=1C=2N(C=CC1)C=NN2 8-(1-((6-Fluoropyridin-3-yl)methyl)-1,2,3,6-tetrahydropyridin-4-yl)-[1,2,4]triazolo[4,3-a]pyridine